C(C1=CC=CC=C1)N(CC(O)C=1C=NC=CC1)CCO 2-[benzyl(2-hydroxyethyl)amino]-1-(3-pyridyl)ethanol